4-Chloro-5-cyclopropyl-7-tosyl-7H-pyrrolo[2,3-d]pyrimidine ClC=1C2=C(N=CN1)N(C=C2C2CC2)S(=O)(=O)C2=CC=C(C)C=C2